6-(2-Chloropyrimidin-4-yl)-2-(2,2-difluoroethoxy)-4-fluoro-1-isopropyl-1H-benzo[d]imidazole ClC1=NC=CC(=N1)C=1C=C(C2=C(N(C(=N2)OCC(F)F)C(C)C)C1)F